N1(C=NC=C1)C1=CC=C(C=N1)OC[C@H](C(=O)OC(C)(C)C)O[Si](C)(C)C(C)(C)C tert-butyl (R)-3-((6-(1H-imidazol-1-yl)pyridin-3-yl)oxy)-2-((tert-butyldimethylsilyl)oxy)propanoate